C(C1=CC=CC=C1)OC1=CC=NC=2CCCC(C12)=O 4-(benzyloxy)-7,8-dihydroquinolin-5(6H)-one